N1=C(C=CC=C1)C=CCCC(CC(CCCC)=O)=O pyridylundecene-5,7-dione